4-fluoro-5-(1H-imidazol-1-yl)-2-(5-(1-((1S,3R,5R)-1-methyl-8-azabicyclo[3.2.1]octan-3-yl)vinyl)pyrazin-2-yl)phenol FC1=CC(=C(C=C1N1C=NC=C1)O)C1=NC=C(N=C1)C(=C)[C@H]1C[C@@]2(CC[C@H](C1)N2)C